phosphanealdehyde P=O